(S)-5-(tert-butyl)-9-(difluoromethoxy)-11-methoxy-2-oxo-1,2,5,6-tetrahydropyrido[2',1':2,3]imidazo[4,5-h]quinoline-3-carboxylic acid C(C)(C)(C)[C@H]1C=2C=C(C(NC2C2=C(C1)N1C(=N2)C(=CC(=C1)OC(F)F)OC)=O)C(=O)O